CN(CCN(C1=C(C=C(C(=C1)OC)NC1=NC=NC(=C1)N1OCC[C@@H]1C1=CC(=CC=C1)C=1C=NC(=CC1)OC)NC(C=C)=O)C)C (R)-N-(2-((2-(dimethylamino)ethyl)(methyl)amino)-4-methoxy-5-((6-(3-(3-(6-methoxypyridin-3-yl)phenyl)isoxazolidin-2-yl)pyrimidin-4-yl)amino)phenyl)acrylamide